NC1=C(C=CC=C1)NC(CCCCCNC(=O)C=1N(N=C2C1C=NC=1C=C(C(=CC21)OC)C=2C(=NOC2C)C)CC2=CC=CC=C2)=O N-{6-[(2-aminophenyl)amino]-6-oxohexyl}-2-benzyl-7-(3,5-dimethylisoxazol-4-yl)-8-methoxy-2H-pyrazolo[4,3-c]quinoline-3-carboxamide